3-(benzo[d]oxazol-2-yl)propanoic acid O1C(=NC2=C1C=CC=C2)CCC(=O)O